FC=1C(=C(C(=C(C1N=NC1=CC(=CC=C1)N)F)F)F)O 6,6'-tetrafluoro-4-amino-4'-hydroxyazobenzene